N-Benzyl-N-((1R,4s)-4-(((2S,5R)-5-((R)-(3-fluorophenyl)(hydroxy)methyl)-pyrrolidin-2-yl)methyl)cyclohexyl)acetamide hydrochloride Cl.C(C1=CC=CC=C1)N(C(C)=O)C1CCC(CC1)C[C@H]1N[C@H](CC1)[C@H](O)C1=CC(=CC=C1)F